N1(CCOCC1)CCOC=1C=CC=2N(C1)N=CC2C=2SC(=C(N2)C=2C=NN(C2)CC(F)(F)F)C(C)O 1-[2-[6-(2-morpholin-4-yl-ethoxy)pyrazolo[1,5-a]pyridin-3-yl]-4-[1-(2,2,2-trifluoroethyl)pyrazol-4-yl]-1,3-thiazol-5-yl]ethanol